(2S,3R)-2-amino-3-(2,3-dimethylphenyl)butyric acid N[C@H](C(=O)O)[C@H](C)C1=C(C(=CC=C1)C)C